(R)-N-(6-(4-(1,1-dioxidotetrahydrothiophen-3-yl)-1H-imidazol-1-yl)-5-fluoropyridin-3-yl)-2-(2-fluoro-3-(trifluoromethyl)phenyl)acetamide O=S1(C[C@H](CC1)C=1N=CN(C1)C1=C(C=C(C=N1)NC(CC1=C(C(=CC=C1)C(F)(F)F)F)=O)F)=O